C(C1=CC=CC=C1)OCC(C(=O)O)(CCCC(CS(=O)(=O)CCO)(C)C)C1=C(C(=CC=C1)Br)F 2-((benzyloxy)methyl)-2-(3-bromo-2-fluorophenyl)-7-((2-hydroxyethyl)sulfonyl)-6,6-dimethylheptanoic acid